3-(4-fluorophenyl)-5-methyl-isoxazole-4-carboxamide hydrochloride Cl.FC1=CC=C(C=C1)C1=NOC(=C1C(=O)N)C